ClC=1C2=C(N=C(N1)SC)C(=C(N=C2)Cl)F 4,7-dichloro-8-fluoro-2-methylsulfanyl-pyrido[4,3-d]pyrimidine